1-cyano-2-phenyl-3-(3,5-difluoro-pyridin-4-yl)isourea C(#N)NC(OC1=CC=CC=C1)=NC1=C(C=NC=C1F)F